[N+](=O)([O-])[O-].[Mn+2].[N+](=O)([O-])[O-] manganese nitrate salt